ClC1=CNC2=C(C=CC(=C12)Cl)NS(=O)(=O)C1=CC=C(C=C1)S(=O)(=O)NCC1CCN(CC1)CCCC1=CC=CC=C1 N1-(3,4-dichloro-1H-indol-7-yl)-N4-((1-(3-phenylpropyl)piperidin-4-yl)methyl)benzene-1,4-disulfonamide